Cl.NCCNC(C(=O)OC)=O methyl 2-((2-aminoethyl) amino)-2-oxoacetate hydrochloride